NC1=NC(=C(C(=N1)N)OCCCOC1=CC=C(C=C1)CCC(=O)NO)CC 3-(4-{3-[(2,4-Diamino-6-ethylpyrimidin-5-yl)oxy]propoxy}phenyl)-N-hydroxypropanamide